C1(CCCC1)NC1(CC1)COC1=C(C=C2C(=CC=NC2=C1)OC1=C(C=C(C=C1)N(C(=O)C1(CC1)C(=O)N)C1=CC=C(C=C1)F)F)OC N-(4-((7-((1-(cyclopentylamino)cyclopropyl)methoxy)-6-methoxy-quinolin-4-yl)oxy)-3-fluorophenyl)-N-(4-fluorophenyl)cyclopropane-1,1-dicarboxamide